CN1C=C(C2=CC=CC(=C12)C)CC1=C(C(=O)O)C=CC=C1 2-[(1,7-dimethyl-1H-indol-3-yl)methyl]benzoic acid